FC1=C(C=C(C=C1)C1=C(N=C(C2=CC(=CC=C12)O)CCC(=O)O)C(C)C)C 3-(4-(4-fluoro-3-methylphenyl)-7-hydroxy-3-isopropylisoquinolin-1-yl)propionic acid